S1SCC=C1 [1,2]-dithiol